NC1=NC=2C=C(C=CC2C2=C1N=C(N2CC(C)(O)C)CCCC)CC2=CC(=CC=C2)N2CCNCC2 1-(4-amino-2-butyl-7-(3-(piperazin-1-yl)benzyl)-1H-imidazo[4,5-c]quinolin-1-yl)-2-methylpropan-2-ol